1-[4-(2,3-Dimethylphenyl)piperazin-1-yl]-2-[3-(4-methoxypiperidin-1-carbonyl)-5,6-dihydrocyclopenta[c]pyrazol-1(4H)-yl]ethan-1-on CC1=C(C=CC=C1C)N1CCN(CC1)C(CN1N=C(C2=C1CCC2)C(=O)N2CCC(CC2)OC)=O